COC=1C=C(CN(C2=CC=C(C=C2)CN2CCN(CC2)C)CC2=CC=C(C=C2)N2CCOCC2)C=CC1 N-(3-methoxybenzyl)-4-((4-methylpiperazin-1-yl)methyl)-N-(4-morpholinobenzyl)aniline